FC(OCCN1C[C@@H](CCC1)NC1=NN=C(C=2N1C=CC2)C2=C(C=C(C=C2)C(F)(F)F)OC(F)F)F N-{(3R)-1-[2-(difluoromethoxy)ethyl]piperidin-3-yl}-1-[2-(difluoromethoxy)-4-(trifluoromethyl)phenyl]pyrrolo[1,2-d][1,2,4]triazin-4-amine